NC1=CC=C(C=C1)N1CC(CCC1)C(C)(C)O 2-(1-(4-aminophenyl)piperidin-3-yl)propan-2-ol